BrC1=CC=C2C=C(C(=NC2=C1)Cl)C1CC1 7-Bromo-2-chloro-3-cyclopropyl-quinoline